8-chloro-1-(2,6-dichloro-4-fluorophenyl)-5-(2-(2-(2-(2-hydroxyethoxy)ethoxy)ethoxy)eth-oxy)-2-methyl-1,6-naphthyridin-4(1H)-one ClC=1C=NC(=C2C(C=C(N(C12)C1=C(C=C(C=C1Cl)F)Cl)C)=O)OCCOCCOCCOCCO